ClC1=CC2=C(C=N1)C(=NN2C=2C=C(C=CC2)NC(C)=O)OCOCC[Si](C)(C)C N-(3-(6-chloro-3-((2-(trimethylsilyl)ethoxy)methoxy)-1H-pyrazolo[4,3-c]pyridin-1-yl)phenyl)acetamide